[Cl-].C(CCC)[N+]1=CC(=CC=C1)C N-Butyl-3-methylpyridinium chloride